1-[2,4-dimethyl-3-[4-(piperazin-1-ylmethyl)phenyl]phenyl]-N-[[3-(2,2,2-trifluoro-1,1-dimethyl-ethyl)-1H-1,2,4-triazol-5-yl]methyl]pyrazole-4-carboxamide CC1=C(C=CC(=C1C1=CC=C(C=C1)CN1CCNCC1)C)N1N=CC(=C1)C(=O)NCC1=NC(=NN1)C(C(F)(F)F)(C)C